3,6-dimethyl-1-bromocarbazole CC=1C=C(C=2NC3=CC=C(C=C3C2C1)C)Br